ClC1=C(C=C(C(=C1)Cl)OC)NC(=S)NC1=CC=C(C=C1)[N+](=O)[O-] 1-(2,4-dichloro-5-methoxyphenyl)-3-(4-nitrophenyl)thiourea